4-isothiocyanato-1,2,3,5,6,7-hexahydro-s-indacene N(=C=S)C1=C2CCCC2=CC=2CCCC12